1-(4-((4-((5-(furan-2-yl)-2-methoxyphenyl)amino)-7-methoxy-quinolin-6-yl)oxy)piperidin-1-yl)prop-2-en-1-one O1C(=CC=C1)C=1C=CC(=C(C1)NC1=CC=NC2=CC(=C(C=C12)OC1CCN(CC1)C(C=C)=O)OC)OC